C(C)(C)(C)C1=NC=C(C(=O)NC(C)C=CS(=O)(=O)C)C(=C1)OC1=CC=CC=C1 6-(tert-butyl)-N-(4-(methylsulfonyl)but-3-en-2-yl)-4-phenoxynicotinamide